C(C1=CC=CC=C1)N1N=C(C=C1C1=CC(=CC=C1)OC)COC(C(=O)O)(C)C 2-([1-benzyl-5-(3-methoxyphenyl)-1H-pyrazol-3-yl]methoxy)-2-methyl-propanoic acid